1,3-hexanedioL C(CC(CCC)O)O